C=C(C(=O)[O-])C[C@@H](C(=O)O)NC(=O)C1=CC=C(NCC2CNC=3N=C(N)NC(=O)C3N2)C=C1 methylene-tetrahydrofolate